(S)-6-fluoro-5-(1-(2-fluoro-4-methoxyphenyl)ethyl)-3-((3-fluorobenzyl)amino)-4H-benzo[e][1,2,4]thiadiazine 1,1-dioxide FC=1C=CC2=C(NC(=NS2(=O)=O)NCC2=CC(=CC=C2)F)C1[C@@H](C)C1=C(C=C(C=C1)OC)F